1-(((5s,7s)-3-(5-(tert-butyl)pyrazin-2-yl)-7-methyl-2-oxo-1-oxa-3-azaspiro[4.5]decan-7-yl)methyl)-1H-benzo[d]imidazole-6-carbonitrile C(C)(C)(C)C=1N=CC(=NC1)N1C(O[C@]2(C1)C[C@@](CCC2)(C)CN2C=NC1=C2C=C(C=C1)C#N)=O